N-[1-[6-[(3R)-3-(cyclobutylmethylamino)-1-piperidyl]pyridazin-3-yl]propyl]-4-oxo-pyrido[1,2-a]pyrimidine-2-carboxamide C1(CCC1)CN[C@H]1CN(CCC1)C1=CC=C(N=N1)C(CC)NC(=O)C=1N=C2N(C(C1)=O)C=CC=C2